2,4-dichloro-5-(1-(difluoromethyl)-1H-pyrazol-4-yl)pyrimidine ClC1=NC=C(C(=N1)Cl)C=1C=NN(C1)C(F)F